1-(3-Ethylquinuclidin-3-yl)-3-(2-(4'-(piperidine-1-carbonyl)biphenyl-4-yl)propan-2-yl)urea C(C)C1(CN2CCC1CC2)NC(=O)NC(C)(C)C2=CC=C(C=C2)C2=CC=C(C=C2)C(=O)N2CCCCC2